5-[1-[1-[4-[5-(Difluoromethyl)-1,3,4-oxadiazol-2-yl]phenyl]-4-piperidin-1-ylbutyl]triazol-4-yl]pyridin-2-amine FC(C1=NN=C(O1)C1=CC=C(C=C1)C(CCCN1CCCCC1)N1N=NC(=C1)C=1C=CC(=NC1)N)F